2-fluoro-5-((6-fluoro-4-(methylthio)-1H-indol-5-yl)oxy)benzothioamide FC1=C(C(N)=S)C=C(C=C1)OC=1C(=C2C=CNC2=CC1F)SC